4-toluenesulfonate hydrate O.CC1=CC=C(C=C1)S(=O)(=O)O